CC=1N(C(=CC1)C)C=1SC(=NN1)C1=C(SC=C1)C 2-(2,5-dimethylpyrrol-1-yl)-5-(2-methylthiophen-3-yl)-1,3,4-thiadiazole